copper adenosine triphosphate P([O-])(=O)(OP(=O)([O-])OP(=O)([O-])[O-])OC[C@@H]1[C@H]([C@H]([C@@H](O1)N1C=NC=2C(N)=NC=NC12)O)O.[Cu+4]